(S)-1-cyclohexylethan-1-ol C1(CCCCC1)[C@H](C)O